N-(3,3-Difluoroazetidin-1-yl)-5-((7-fluoro-2,3-dihydrobenzo[b][1,4]dioxin-5-yl)amino)-7-(methylamino)pyrazolo[1,5-a]pyrimidine-3-carboxamide FC1(CN(C1)NC(=O)C=1C=NN2C1N=C(C=C2NC)NC2=CC(=CC=1OCCOC12)F)F